BrC=1C=C2C(NC(=NC2=CC1OC)C)=O 6-bromo-7-methoxy-2-methyl-quinazolin-4(3H)-one